FC(C(C(C(C(C(C(C(C(C(CCCCCCCCCC)(F)F)(F)F)(F)F)(F)F)(F)F)(F)F)(F)F)(F)F)(F)F)(F)F 1,1,1,2,2,3,3,4,4,5,5,6,6,7,7,8,8,9,9,10,10-henicosafluoroicosane